3-(5-(4-((4-((1S,3s)-3-amino-3-methylcyclobutyl)piperazin-1-yl)methyl)piperidin-1-yl)-4-fluoro-3-methyl-2-oxo-2,3-dihydro-1H-benzo[d]imidazol-1-yl)piperidine-2,6-dione NC1(CC(C1)N1CCN(CC1)CC1CCN(CC1)C1=C(C2=C(N(C(N2C)=O)C2C(NC(CC2)=O)=O)C=C1)F)C